C(C)C=1C(=CC=C2C=C(C=C(C12)C1=C(C=2N=CN=CC2C=N1)F)OCOC)F 7-(8-ethyl-7-fluoro-3-(methoxymethoxy)naphth-1-yl)-8-fluoropyrido[4,3-d]pyrimidine